(S)-2-((4-(6-((1-(oxetan-3-ylmethyl)-1H-indazol-6-yl)methoxy)pyridine-2-yl)piperidin-1-yl)methyl)-1-(oxetan-2-ylmethyl)-1H-benzo[d]imidazole-6-carboxylate O1CC(C1)CN1N=CC2=CC=C(C=C12)COC1=CC=CC(=N1)C1CCN(CC1)CC1=NC2=C(N1C[C@H]1OCC1)C=C(C=C2)C(=O)[O-]